ClC=1C(=NC(=NC1)N1CC[C@H]2[C@@H](CC1)CN(C2)C(=O)OC(C)(C)C)C2=CC=C(C=C2)C#N tert-butyl (3aR,8aS)-6-[5-chloro-4-(4-cyanophenyl)pyrimidin-2-yl]-decahydropyrrolo[3,4-d]azepine-2-carboxylate